[Na+].N1(CCN(CCN(CCNCC1)CC(=O)[O-])CC(=O)[O-])CC(=O)[O-].[Na+].[Na+] 1,4,7,10-tetraazacyclododecane-1,4,7-triacetic acid sodium salt